1-[5-(difluoromethyl)-1,3,4-thiadiazol-2-yl]-3-ethyl-6-[3-(fluoromethyl)-3-oxetanylaminosulfonyl]-4-[(S)-4-isobutyryl-3-methyl-1-piperazinyl]-1,3-dihydro-2H-1,3-benzimidazol-2-one FC(C1=NN=C(S1)N1C(N(C2=C1C=C(C=C2N2C[C@@H](N(CC2)C(C(C)C)=O)C)S(=O)(=O)NC2(COC2)CF)CC)=O)F